ClC=1C(=C(C=CC1)[NH+]1CCC(CC1)CCN1N=C(C2=C1CCC2)C(=O)N2CCC(CC2)(CO)F)C [1-[2-[1-(3-chloro-2-methyl-phenyl)piperidin-1-ium-4-yl]ethyl]-5,6-dihydro-4H-cyclopenta[c]pyrazol-3-yl]-[4-fluoro-4-(hydroxymethyl)-1-piperidyl]methanone